ClC=1CC2=C(C3=CC=CC=C3C(=C2CC1)OC1=CC=CC=C1)OC(C=C)=O 2-chloro-9-acryloyloxy-10-phenoxy-1,4-dihydroanthracene